CC1=CC=CC2=C1S(C1=C2C=CC=C1)=O 4-methyldibenzo[b,d]thiophene 5-oxide